(S)-TERT-BUTYL 6'-CHLORO-5-(((1R,2R)-2-((E)-2-METHOXYVINYL)CYCLOBUTYL)METHYL)-3',4,4',5-TETRAHYDRO-2H,2'H-SPIRO[BENZO[B][1,4]OXAZEPINE-3,1'-NAPHTHALENE]-7-CARBOXYLATE ClC=1C=C2CCC[C@]3(C2=CC1)CN(C1=C(OC3)C=CC(=C1)C(=O)OC(C)(C)C)C[C@H]1[C@@H](CC1)\C=C\OC